C1(=CC=CC=C1)N1C(=NC2=C1C=CC=C2)C2=CC(=CC(=C2)C2=NC1=C(N2C2=CC=CC=C2)C=CC=C1)C1=NC2=C(N1C1=CC=CC=C1)C=CC=C2 1,3,5-Tri(1-phenyl-1H-benzo[d]imidazolyl)benzene